BrC1=CC(=C(C=O)C=C1)N1CCC(CC1)CC=C 4-bromo-2-[4-(prop-2-en-1-yl)piperidin-1-yl]benzaldehyde